ClC=1C=CC=2C3=C(C=CC2C1)C=CC1=C3N=C(S1)C 9-chloro-2-methylphenanthro[4,3-d]thiazole